3-bromopropyl 3-oxo-butyrate O=C(CC(=O)OCCCBr)C